NC1(C(=CCC(C1)CCB(O)O)C)C(=O)O 1-amino-5-(2-boronoethyl)-2-methylcyclohex-2-enecarboxylic acid